tributyl-(6-undecylthieno[3,2-b]thiophen-2-yl)stannane C(CCC)[Sn](C1=CC2=C(S1)C(=CS2)CCCCCCCCCCC)(CCCC)CCCC